FC1([C@H](CN(C1)C1=NC(=CC(=C1)C1=C(C=CC(=C1)NC(=O)N1C[C@@H](CC1)CC(F)(F)F)C)N1CCOCC1)NC(OCC1=CC=CC=C1)=O)F benzyl N-[(3S)-4,4-difluoro-1-(4-{2-methyl-5-[(3S)-3-(2,2,2-trifluoroethyl)pyrrolidine-1-carbonylamino]phenyl}-6-(morpholin-4-yl)pyridin-2-yl) pyrrolidin-3-yl]carbamate